(S)-1-[2-(Benzo[d]isoxazol-3-yl)phenyl]-2-(6-hydroxymethylpyridine-2-yl)ethan-1-amine O1N=C(C2=C1C=CC=C2)C2=C(C=CC=C2)[C@H](CC2=NC(=CC=C2)CO)N